1-chloro-2,2-dihydroxyethylamine ClC(C(O)O)N